16-formylandrosta-5,16-diene C(=O)C1=C[C@]2(C)[C@@H](C1)[C@@H]1CC=C3CCCC[C@]3(C)[C@H]1CC2